[3-(3-chloro-2-piperazin-1-yl-6-quinolyl)phenyl]methanol hydrochloride Cl.ClC=1C(=NC2=CC=C(C=C2C1)C=1C=C(C=CC1)CO)N1CCNCC1